COC(C1=CC=NC=C1N(C(C(C1=CC=CC=C1)C1=CC=CC=C1)=O)C)=O 5-(N-methyl-2,2-diphenylacetamido)isonicotinic acid methyl ester